5-[5-(1-Benzofuran-5-sulfonyl)-1H,2H,3H,4H,5H,6H-pyrrolo[3,4-c]pyrrole-2-carbonyl]-2,4-dimethyl-1,3-thiazole O1C=CC2=C1C=CC(=C2)S(=O)(=O)N2CC1=C(C2)CN(C1)C(=O)C1=C(N=C(S1)C)C